CC1=NC(=CC=C1OC1CCCCC1)C=1C=NN(C1CNC(=O)OCCCCC)C (1S,3S)-3-((2-Methyl-6-(1-methyl-5-((((pentyloxy)carbonyl)amino)methyl)-1H-pyrazol-4-yl)pyridin-3-yl)oxy)cyclohexan